N-{4-[2-(2,6-dichloro-4-methylphenyl)acetamido]pyridin-2-yl}-N-(3,4-difluorophenyl)acetamide nickel-chromium-tin-copper [Cu].[Sn].[Cr].[Ni].ClC1=C(C(=CC(=C1)C)Cl)CC(=O)NC1=CC(=NC=C1)N(C(C)=O)C1=CC(=C(C=C1)F)F